3,4-difluoro-α-methylstyrene FC=1C=C(C(=C)C)C=CC1F